Tert-butyl ((S)-2-((4-((((1-(methylamino)cyclobutyl)methyl)amino)-methyl)pyridin-2-yl)amino)-1-((1r,4S)-4-methylcyclohexyl)-2-oxoethyl)carbamate CNC1(CCC1)CNCC1=CC(=NC=C1)NC([C@H](C1CCC(CC1)C)NC(OC(C)(C)C)=O)=O